ClC1=C(C2=C(N=N1)N(CC2)[C@H]2CN(CCC2)C(=O)OC(C)(C)C)C tert-butyl (R)-3-(3-chloro-4-methyl-5,6-dihydro-7H-pyrrolo[2,3-c]-pyridazin-7-yl)piperidine-1-carboxylate